BrC1=NC(=CC(=C1OCOC)OC1C(CCCC1)=O)I 2-((2-bromo-6-iodo-3-(methoxymethoxy)pyridin-4-yl)oxy)cyclohexanone